C(C)(C)C1=CC=CC(=N1)C1=NC=CC=C1C=1C=CC=2N(C1)C(=CN2)C#N 6-(6'-Isopropyl-[2,2'-bipyridin]-3-yl)imidazo[1,2-a]pyridin-3-carbonitril